1-(2,2-dimethyl-3-vinyl-2H-chromen-7-yl)pyrrolidine CC1(OC2=CC(=CC=C2C=C1C=C)N1CCCC1)C